4,6-bis(dimethylamino)acridine CN(C1=CC=CC2=CC3=CC=C(C=C3N=C12)N(C)C)C